5-amino-pyrazolo[1,5-a]Pyrimidine-3-carboxylic acid [3-(5-chloro-2-difluoromethoxy-phenyl)-1H-pyrazol-4-yl]Amide ClC=1C=CC(=C(C1)C1=NNC=C1NC(=O)C=1C=NN2C1N=C(C=C2)N)OC(F)F